C1=CC(=C(C=C1[C@@H]2[C@@H](C(=O)C3=C(O2)C=C(C=C3)O)O[C@H]4[C@@H]([C@H]([C@H]([C@H](O4)CO)O)O)O)O)O The molecule is a flavanone glycoside that consists of fustin attached to a beta-D-galactosyl moiety at position 3 via a glycosidic linkage. It is a beta-D-galactoside, a monosaccharide derivative, a member of 3'-hydroxyflavanones, a trihydroxyflavanone, a flavanone glycoside and a member of 4'-hydroxyflavanones. It derives from a fustin.